3-(4-((2-cyclopropylethyl)((1s,4s)-4-((3,3,3-trifluoro-2,2-dimethylpropyl)amino)cyclohexyl)amino)-1-oxoisoindolin-2-yl)piperidine-2,6-dione C1(CC1)CCN(C1=C2CN(C(C2=CC=C1)=O)C1C(NC(CC1)=O)=O)C1CCC(CC1)NCC(C(F)(F)F)(C)C